C(C)N(C1=NC(=CC(=N1)N1CCN(CC1)CC([C@]1([C@@H](C[C@H]2[C@@H]3CCC4=CC(C=C[C@]4(C)C3=CC[C@]12C)=O)C)O)=O)N(CC)CC)CC 21-[4-[2,6-bis(diethylamino)4-pyrimidinyl]-1-piperazinyl]-17α-hydroxy-16α-methylpregna-1,4,9(11)-triene-3,20-dione